6-(morpholine-4-carbonyl)benzo[d]thiazol N1(CCOCC1)C(=O)C1=CC2=C(N=CS2)C=C1